(benzoquinolin-10-yl)beryllium N1=CC=CC2=CC=C3C(=C12)C(=CC=C3)[Be]